6-(3-Methoxycinnolin-7-yl)-5-[1-(2,2,3,3,3-pentafluoropropyl)-1H-pyrazol-4-yl]pyridin-2-carbonitril COC=1N=NC2=CC(=CC=C2C1)C1=C(C=CC(=N1)C#N)C=1C=NN(C1)CC(C(F)(F)F)(F)F